FC(OC1=CC=C(C=C1)N1C=2N(CC(C1)CNC(C=C)=O)N=CC2)(F)F N-((4-(4-(trifluoromethoxy)phenyl)-4,5,6,7-tetrahydropyrazolo[1,5-a]pyrimidin-6-yl)methyl)acrylamide